(7-((5,6-dimethylpyridin-2-yl)oxy)-2-azaspiro[3.5]non-2-yl)((1s,3s)-3-hydroxy-3-methylcyclobutyl)methanone CC=1C=CC(=NC1C)OC1CCC2(CN(C2)C(=O)C2CC(C2)(C)O)CC1